O1C(=CC2=C1C=CC=C2)CCC2N(CCC1=CC(=C(C=C21)OCC)OC)C=O 1-(2-(benzofuran-2-yl)ethyl)-7-ethoxy-6-methoxy-3,4-dihydroisoquinoline-2(1H)-formaldehyde